N-(6-(3-fluoropyridin-4-yl)-5-(pyridin-3-yl)-1,2,4-triazin-3-yl)-5-methyl-1,3,4-thiadiazol-2-amine FC=1C=NC=CC1C1=C(N=C(N=N1)NC=1SC(=NN1)C)C=1C=NC=CC1